CC1C=2N(CCN1C=O)C(=NC2)C2=NC(=NS2)C (8-methyl-3-(3-methyl-1,2,4-thiadiazol-5-yl)-5,6-dihydroimidazo[1,5-a]pyrazine-7(8H)-yl)methanone